5-(4-((5,7-dioxo-4,5,6,7-tetrahydrooxazolo[4,5-d]pyrimidin-2-yl)methyl)piperazin-1-yl)-N-methylpicolinamide O=C1NC(C2=C(N1)N=C(O2)CN2CCN(CC2)C=2C=CC(=NC2)C(=O)NC)=O